Diethylene glycol bis(4-aminophenyl) ether NC1=CC=C(C=C1)OCCOCCOC1=CC=C(C=C1)N